O1[C@@H](C1)CNC(OC(C)(C)C)=O (R)-tert-butyl (oxiran-2-ylmethyl)carbamate